3-[3-(3-fluoro-5-methylphenyl)-4-(piperazin-1-yl)quinolin-6-yl]-2-hydroxybenzonitrile FC=1C=C(C=C(C1)C)C=1C=NC2=CC=C(C=C2C1N1CCNCC1)C=1C(=C(C#N)C=CC1)O